C(C)(C)(C)OC(=O)N1CC(CCC1)C1=CNC2=CN=CC=C21 3-(1H-pyrrolo[2,3-c]pyridin-3-yl)piperidine-1-carboxylic acid tert-butyl ester